CN1C[C@@H]2N(C3=C1C=C(C=N3)C(F)(F)F)CCNC2 (R)-5-methyl-3-(trifluoromethyl)-6,6a,7,8,9,10-hexahydro-5H-pyrazino[1,2-a]Pyrido[3,2-e]pyrazine